C1OC=2C(=CC3=C(C=CC4=C5C=CC(=C(C5=C[N+](=C34)C)O)OC)C2)O1 2,3-(methylenedioxy)-5-methyl-7-hydroxy-8-methoxybenzo[c]phenanthridinium